ClC1=CC=C(C=C1)C(=O)N1[C@@H](C=2N(CC1)C(=NN2)C=2SC1=C(N2)C=CS1)C (R)-(4-Chlorophenyl)(8-methyl-3-(thieno[3,2-d]thiazol-2-yl)-5,6-dihydro-[1,2,4]triazolo[4,3-a]pyrazin-7(8H)-yl)methanone